C1(C=CCCC1)(C(=O)O)C(=O)O cyclohexenedioic acid